C(C)(=O)C1=CC2=C(N=C(N=C2)NC2=NC=C(C=C2)N2CCOCC2)N(C1=O)C1CCCC1 6-Acetyl-8-cyclopentyl-2-(5-morpholin-4-yl-pyridin-2-ylamino)-8H-pyrido[2,3-d]pyrimidin-7-one